(7R)-2-{1-[(1-benzoylazetidin-3-yl)methyl]-2-[1-(cyclopropylmethyl)-1H-pyrrolo[2,3-b]pyridin-2-yl]-1H-1,3-benzodiazole-5-carbonyl}-2-azabicyclo[2.2.1]heptan-7-amine C(C1=CC=CC=C1)(=O)N1CC(C1)CN1C(=NC2=C1C=CC(=C2)C(=O)N2C1CCC(C2)[C@H]1N)C1=CC=2C(=NC=CC2)N1CC1CC1